[4-[5-Bromo-6-(dimethylamino)indazol-2-yl]cyclohexyl]methanol BrC1=CC2=CN(N=C2C=C1N(C)C)C1CCC(CC1)CO